ClC=1C(N(C(=CC1OCC1=NC=C(C=C1F)F)C)C1=CC(=NC=C1C)C1=NN(C=C1)C(C(=O)N)(C)C)=C=O 2-(3-(3-chloro-4-((3,5-difluoropyridin-2-yl)methoxy)-5',6-dimethyl-2-carbonyl-2H-[1,4'-bipyridin]-2'-yl)-1H-pyrazol-1-yl)-2-methylpropanamide